COC(=O)C1=CC(=NN1)C12CC(C1)C2.N2N=C(C1=C2CCC1)C(=O)N 1,4,5,6-tetrahydro-3-cyclopentapyrazoleformamide Methyl-3-(bicyclo[1.1.1]pentan-1-yl)-1H-pyrazole-5-carboxylate